2-fluoro-4-((1-methyl-1H-benzo[d][1,2,3]triazol-5-yl)-oxy)aniline FC1=C(N)C=CC(=C1)OC1=CC2=C(N(N=N2)C)C=C1